ClC1=NC=CC=2C=3C(C(N(C12)C)C1CC1)=NN(N3)C 6-chloro-4-cyclopropyl-2,5-dimethyl-4,5-dihydro-2H-[1,2,3]triazolo[4,5-c][1,7]naphthyridine